CHLORO-N-[2-[(4-CHLOROPHENYL)METHYL]-3-OXO-1,2,4-THIADIAZOL-5-YL]BENZAMIDE ClC1=C(C(=O)NC2=NC(N(S2)CC2=CC=C(C=C2)Cl)=O)C=CC=C1